3-({[(4R)-7-(2-cyanophenyl)-3,4-dihydro-2H-1-benzopyran-4-yl]methyl}amino)pyridine-4-carboxylic acid methyl ester COC(=O)C1=C(C=NC=C1)NC[C@@H]1CCOC2=C1C=CC(=C2)C2=C(C=CC=C2)C#N